silicon-magnesium nickel [Ni].[Mg].[Si]